C(C)S(=O)(=O)C1=C(N=C2N1C=CC(=C2)OCC(F)(F)F)NCC2=C(C(=O)O)C=C(C=C2)S(=O)(=O)C(F)(F)F 2-[[[3-ethylsulfonyl-7-(2,2,2-trifluoroethoxy)imidazo[1,2-a]pyridin-2-yl]amino]methyl]-5-(trifluoromethylsulfonyl)benzoic acid